(4-(3-Amino-1H-indazol-5-yl)-1H-pyrrolo[2,3-b]pyridin-2-yl)(pyrrolidin-1-yl)methanone NC1=NNC2=CC=C(C=C12)C1=C2C(=NC=C1)NC(=C2)C(=O)N2CCCC2